C(C)(C)(C)OC(=O)N1C(C(CC1)(C)C(C)=O)=C=O 3-Acetyl-3-methyl-2-carbonyl-pyrrolidine-1-carboxylic acid tert-butyl ester